3-((8-methoxy-2-(6-(2-methoxyethoxy)pyridin-3-yl)-2,3-dihydrobenzo[b][1,4]dioxin-6-yl)methyl)-6-(1-methyl-1H-imidazol-4-yl)-3H-imidazo[4,5-b]pyridine COC1=CC(=CC2=C1OC(CO2)C=2C=NC(=CC2)OCCOC)CN2C=NC=1C2=NC=C(C1)C=1N=CN(C1)C